2-(3-nitro-5-(trifluoromethyl)benzamido)benzo[d]thiazole-6-carboxylic acid [N+](=O)([O-])C=1C=C(C(=O)NC=2SC3=C(N2)C=CC(=C3)C(=O)O)C=C(C1)C(F)(F)F